4-(o-nosyl)-2,4-diaminobutyric acid S(=O)(=O)(C=1C(=CC=CC1)[N+](=O)[O-])C(CC(C(=O)O)N)N